BrC1=CN=C2C(=NC(=NN21)O[C@@H](C)CC)N(CC2=CC=C(C=C2)OC)CC2=CC=C(C=C2)OC (S)-7-bromo-2-(sec-butoxy)-N,N-bis(4-methoxybenzyl)imidazo[2,1-f][1,2,4]triazin-4-amine